4-(4-(4-methoxyphenyl)piperidin-1-yl)-2-(4-methylbenzyl)isoxazolidin-3-one COC1=CC=C(C=C1)C1CCN(CC1)C1C(N(OC1)CC1=CC=C(C=C1)C)=O